C(C(C)(C)C)(=O)C(C(C(=O)O)(O)C(C(C)(C)C)=O)(O)C(=O)O bispivaloyltartaric acid